2-methoxy-N-methyl-5-[3-[4-(pentafluorosulfanyl)phenyl]sulfanylpyrazin-2-yl]benzenesulfonamide COC1=C(C=C(C=C1)C1=NC=CN=C1SC1=CC=C(C=C1)S(F)(F)(F)(F)F)S(=O)(=O)NC